9Z,12Z-heptadecatrienoic acid C(C=CC=CC=CCCCCCCCCCC)(=O)O